(E)-3-(6-aminopyridin-3-yl)-N-((7-chloro-5-(4-((3,3-difluoroazetidin-1-yl)sulfonyl)phenyl)benzofuran-2-yl)methyl)acrylamide NC1=CC=C(C=N1)/C=C/C(=O)NCC=1OC2=C(C1)C=C(C=C2Cl)C2=CC=C(C=C2)S(=O)(=O)N2CC(C2)(F)F